1,3,6,8-tetraphenyl-formyl-pyrene C1(=CC=CC=C1)C(=O)C1=CC(=C2C=CC3=C(C=C(C4=CC=C1C2=C34)C3=CC=CC=C3)C3=CC=CC=C3)C3=CC=CC=C3